BrC=1C=C2C(=NC1)NC[C@]21[C@H](C1)C(C)C |r| (1RS,2RS)-5'-Bromo-2-isopropyl-1',2'-dihydrospiro[cyclopropane-1,3'-pyrrolo[2,3-b]pyridine]